O=C1N([C@@H]2CCCN1C2)OS(=O)(=O)O (2S,5R)-7-oxo-6-(sulfooxy)-1,6-diazabicyclo[3.2.1]octane